BrC=1C=CC(=C(C1)C(C1=CC=CC=C1)P(OC)(=O)C1=CC=CC=C1)O Methyl ((5-bromo-2-hydroxyphenyl)(phenyl)methyl)(phenyl)phosphinate